NCC(=O)NC1=C(C2=C(CCOCC2)S1)C(C1=C(C=CC=C1F)F)=O 2-amino-N-(3-(2,6-difluorobenzoyl)-4,5,7,8-tetrahydrothieno[2,3-d]oxepin-2-yl)-acetamide